C(N)(OC1(C(C(C1)(F)F)C(C)(C)C)C(N)=O)=O tert-butyl(1-carbamoyl-3,3-difluorocyclobutyl) carbamate